2-(4-methoxypyridin-2-yl)-N-methyl-1-(2-oxo-1,2,3,4-tetrahydroquinolin-6-yl)-1H-benzo[d]imidazole-5-carboxamide COC1=CC(=NC=C1)C1=NC2=C(N1C=1C=C3CCC(NC3=CC1)=O)C=CC(=C2)C(=O)NC